FC(C1=NN2C(C=C(C(=C2)C=2CCN(CC2)C(=O)OC(C)(C)C)C)=N1)F tert-Butyl 4-(2-(difluoromethyl)-7-methyl-[1,2,4]triazolo[1,5-a]pyridin-6-yl)-3,6-dihydropyridine-1(2H)-carboxylate